C(CCC)OC(C(CCCCCCCCCCCC)O)=O hydroxytetradecanoic acid butyl ester